CCN(CC)[Si](C)(C)C N,N-diethyltrimethylsilylamine